C(C=C)N[C@@H](CS(=O)(O)=O)C(=O)O allylcysteic acid